C[C@H]1[C@H]([C@H]([C@@H]([C@@H](O1)O[C@H]2[C@@H]([C@H](OC([C@@H]2NC(=O)C)O)CO)O[C@H]3[C@@H]([C@H]([C@@H]([C@H](O3)CO)O[C@H]4[C@H]([C@H]([C@@H]([C@H](O4)CO)O)O)O[C@H]5[C@@H]([C@H]([C@@H](CO5)O)O)O)O)NC(=O)C)O)O)O The molecule is a branched pentasaccharide consisting of an D-GlcNAc residue at the reducing end with a beta-D-Xyl(1->2)-beta-D-Man(1->4)-beta-D-GlcNAc moiety attached via a beta-(1->4)-linkage and a D-Fuc residue attached via an alpha-(1->3)-linkage. It is an amino pentasaccharide and a glucosamine oligosaccharide.